FC(C(C(C(C(C(CCC(CCC(C(C(C(C(C(F)(F)F)(F)F)(F)F)(F)F)(F)F)(F)F)O)(F)F)(F)F)(F)F)(F)F)(F)F)(F)F 1,1,1,2,2,3,3,4,4,5,5,6,6,12,12,13,13,14,14,15,15,16,16,17,17,17-hexacosafluoroheptadecan-9-ol